dihydroxy-diphenylethylphenylmethane OC(C1=CC=CC=C1)(CC(C1=CC=CC=C1)C1=CC=CC=C1)O